sodium (S)-3-(3-(1,5-dimethyl-4-oxido-2-oxo-1,2-dihydropyridin-3-yl)ureido)-3-(2',3'-dimethyl biphenyl-3-yl)propanoate CN1C(C(=C(C(=C1)C)[O-])NC(N[C@@H](CC(=O)[O-])C=1C=C(C=CC1)C1=C(C(=CC=C1)C)C)=O)=O.[Na+].[Na+]